1-((4-bromopentyl)oxy)-4-(2-phenylpropan-2-yl)benzene BrC(CCCOC1=CC=C(C=C1)C(C)(C)C1=CC=CC=C1)C